[Li+].P(=O)([O-])([O-])[O-].[Ga+3].OC1=CC=C(C=C1)C(C)(CC)C1=CC=C(C=C1)O 2,2-bis(4-hydroxyphenyl)butane gallium phosphate lithium